N-hydroxy-1,1-dimethyl-2-[5-(trifluoromethyl)-4,5,6,7-tetrahydro-1,3-benzoxazol-2-yl]-2,3-dihydro-1H-isoindole-4-carboxamide ONC(=O)C=1C=2CN(C(C2C=CC1)(C)C)C=1OC2=C(N1)CC(CC2)C(F)(F)F